The molecule is a triterpenoid saponin that is (23Z)-24-methyllanosta-8,23,25-trien-21-oic acid substituted by an acetyloxy group at position 3 and a beta-D-xylopyranosyl residue at position 21 via a glycosidic linkage. It has been isolated from the fruit bodied of Ganoderma tsugae and exhibits cytotoxic activity against several different cancer cell lines. It has a role as an antineoplastic agent and a fungal metabolite. It is a triterpenoid saponin, an acetate ester and a monosaccharide derivative. It derives from a hydride of a lanostane. CC(=C)/C(=C\\C[C@H]([C@H]1CC[C@@]2([C@@]1(CCC3=C2CC[C@@H]4[C@@]3(CC[C@H](C4(C)C)OC(=O)C)C)C)C)C(=O)O[C@H]5[C@@H]([C@H]([C@@H](CO5)O)O)O)/C